[(1R,3aS,3bS,5aR,6E,7S,9aR,9bS,11aR)-7-hydroxy-1-[(2R)-6-hydroxy-6-methylheptan-2-yl]-9a,11a-dimethylhexadecahydro-1H-cyclopenta[1,2-a]phenanthren-6-ylidene]hydroxylamine O[C@H]\1CC[C@@]2([C@H]3CC[C@]4([C@H]([C@@H]3CC[C@H]2/C1=N\O)CC[C@@H]4[C@H](C)CCCC(C)(C)O)C)C